(4-chloro-3-fluorobenzyl)(methyl)((4-(5-(trifluoromethyl)-1,2,4-oxadiazol-3-yl)phenyl)imino)-λ6-sulfanone ClC1=C(C=C(CS(=O)(=NC2=CC=C(C=C2)C2=NOC(=N2)C(F)(F)F)C)C=C1)F